2-amino-6-borono-2-(3-(2-(dimethylamino)ethylamino)propyl)hexanoic acid NC(C(=O)O)(CCCCB(O)O)CCCNCCN(C)C